N-[2-(3-cyanophenyl)-1-(5-methyl-1,3-benzothiazol-2-yl)ethyl]benzenesulfonamide C(#N)C=1C=C(C=CC1)CC(C=1SC2=C(N1)C=C(C=C2)C)NS(=O)(=O)C2=CC=CC=C2